ClC1=C2CN(C(C2=C(C=C1)NC1=NC(=C(C=C1)C1COCC1)CN(C)C)=O)C(=O)OC(C)(C)C tert-butyl 4-chloro-7-((6-((dimethylamino)methyl)-5-(tetrahydrofuran-3-yl)pyridin-2-yl)amino)-1-oxoisoindoline-2-carboxylate